C1(=CC=CC=C1)C(=C(C1=CC=CC=C1)C1=CC=CC=C1)C1=CC=CC=C1 1,1,2,2-tetraphenyl-Ethylene